(6-bromo-1-carbonylisoindolin-2-yl)piperidine-2,6-dione BrC1=CC=C2CN(C(C2=C1)=C=O)N1C(CCCC1=O)=O